(2S,5S)-5-(2-(2-Carboxyethoxy)ethyl)pyrrolidine-2-carboxylic acid C(=O)(O)CCOCC[C@@H]1CC[C@H](N1)C(=O)O